4-(3-methacryloxy-2-hydroxypropoxy)phenylpropane C(C(=C)C)(=O)OCC(COC1=CC=C(C=C1)CCC)O